(2-hydroxydibenzo[b,d]furan-3-yl)boronic acid OC1=CC2=C(OC3=C2C=CC=C3)C=C1B(O)O